C(C)C1=NN2C(NC(C=C2)=O)=C1[N+](=O)[O-] 2-ethyl-3-nitropyrazolo[1,5-a]pyrimidin-5(4H)-one